Cl.ClC=1C=C(CS(=O)(=O)N2CC(C(CC2)(O)C2=CC(=CC=C2)OC)CN(C)C)C=CC1 1-((3-chlorobenzyl)sulfonyl)-3-((dimethylamino)methyl)-4-(3-methoxyphenyl)piperidin-4-ol hydrochloride